(2S,5S)-4-(3-fluoro-2,2-dimethylpropanoyl)-2,3,4,5-tetrahydro-2,5-methanopyrido[3,4-f][1,4]oxazepine-9-carbonitrile FCC(C(=O)N1C[C@H]2OC3=C([C@@H]1C2)C=NC=C3C#N)(C)C